C1(C=CC=C1)CC1C=CC=C1 dicyclopentadienyl-methane